FC=1C=C2C=C(C=C(C2=CC1)O)O C6-fluoronaphthalene-1,3-diol